CS(=O)(=O)C1=C(C=CC(=C1)[N+](=O)[O-])Cl 2-Methylsulfonyl-4-nitrochlorobenzene